(S)-4-(5-(4-phenyl-3,4-dihydro-1H-benzo[4,5]imidazo[2,1-c][1,4]oxazin-7-yl)pyrimidin-2-yl)-1,4-diazepan-2-one C1(=CC=CC=C1)[C@@H]1N2C(COC1)=NC1=C2C=C(C=C1)C=1C=NC(=NC1)N1CC(NCCC1)=O